(E)-3-[3-[(4-Chloro-3,5-dimethylpyrazol-1-yl)methyl]-4-methoxyphenyl]-1-(2,4-dihydroxyphenyl)prop-2-en-1-one ClC=1C(=NN(C1C)CC=1C=C(C=CC1OC)/C=C/C(=O)C1=C(C=C(C=C1)O)O)C